(2S,4R)-4-(trifluoromethyl)pyrrolidine-2-carboxylic acid methyl ester COC(=O)[C@H]1NC[C@@H](C1)C(F)(F)F